COC1=C(C=C(C(=C1)N)N)OC 1,2-dimethoxy-4,5-diaminobenzene